6-fluoro-N-(4-fluorobenzyl)-4-hydroxyspiro[chromane-2,4'-piperidine]-1'-carboxamide FC=1C=C2C(CC3(CCN(CC3)C(=O)NCC3=CC=C(C=C3)F)OC2=CC1)O